C1(CC1)C(=O)C1=CC=C(C=C1)OCCC cyclopropyl-(4-propoxyphenyl)methanone